2-aminoethyl (2R)-2-amino-4-methyl-pentanoate N[C@@H](C(=O)OCCN)CC(C)C